C1=CC=C(C=C1)C=CN aminostyrene